C(#N)N=C(NC1(CC1)C(CC1=CC=C(C=C1)O)N(C)C)NC1CC2=CC=CC=C2CC1 2-cyano-1-(1-(1-(dimethylamino)-2-(4-hydroxyphenyl)ethyl)cyclopropyl)-3-(1,2,3,4-tetrahydronaphthalen-2-yl)guanidine